tri(benzyl)phosphine C(C1=CC=CC=C1)P(CC1=CC=CC=C1)CC1=CC=CC=C1